C(#N)CCOP(=O)([C@@]1(C[C@@H](O[C@@H]1COP(=O)([C@@]1(C[C@@H](O[C@@H]1COC(C1=CC=C(C=C1)OC)(C1=CC=C(C=C1)OC)C1=CC=CC=C1)N1C(=O)NC(=O)C(C)=C1)O)OCCC#N)N1C=NC=2C(=O)NC(NC(C(C)C)=O)=NC12)O)OC[C@@H]1[C@H](C[C@@H](O1)N1C(=O)N=C(NC(C2=CC=CC=C2)=O)C=C1)O 5'-O-((2-Cyanoethoxy)(5'-O-((2-Cyanoethoxy)(5'-O-(4,4'-Dimethoxytrityl)Thymidine-3'-Yl)Phosphoryl)-N2-Isobutyryldeoxyguanosine-3'-Yl)Phosphoryl)-N4-Benzoyldeoxycytidine